OC=1C=C(C=C(C1)C=1C=NN(C1)CCC(C)C)N1CC(NS1(=O)=O)=O 5-(3-hydroxy-5-(1-isopentyl-1H-pyrazol-4-yl)phenyl)-1,2,5-thiadiazolidin-3-one 1,1-dioxide